ClC=1C=CC(=C(C1)NC(=S)NC1CN(C(C1)=O)C(C)C)C 1-(5-chloro-2-methylphenyl)-3-(1-isopropyl-5-oxopyrrolidin-3-yl)thiourea